C(C)O[Si](CCCNC(C1=CC=CC=C1)=O)(OCC)OCC N-(3-(triethoxysilyl)propyl)benzamide